CSC1=NN2C(S1)=NC(=C2)C(=O)O 2-(methylthio)imidazo[2,1-B][1,3,4]thiadiazole-6-carboxylic acid